FC=1C=C(C=C(C1CC=1SC=NN1)F)C1=CC=CC=C1 2-((3,5-difluoro-[1,1'-biphenyl]-4-yl)methyl)-1,3,4-thiadiazole